2-heneicosenoyl-sn-glycero-3-phosphorylcholine C(C=CCCCCCCCCCCCCCCCCCC)(=O)O[C@H](CO)COP(=O)(O)OCC[N+](C)(C)C